ClC=1C=C(C=C2C(=NN(C12)C1OCCCC1)C=C)C=1C(=NN(C1O[C@H](CN(C(C(F)(F)F)=O)C)C)C)C N-((2S)-2-((4-(7-chloro-1-(tetrahydro-2H-pyran-2-yl)-3-vinyl-1H-indazol-5-yl)-1,3-dimethyl-1H-pyrazol-5-yl)oxy)propyl)-2,2,2-trifluoro-N-methylacetamide